2-((7-fluorobenzofuran-6-yl)methoxy)-6-(piperidin-4-yl)pyridine 4-methylbenzenesulfonate CC1=CC=C(C=C1)S(=O)(=O)O.FC1=C(C=CC=2C=COC21)COC2=NC(=CC=C2)C2CCNCC2